CN1C(=CC=2C(=NC(=CC21)C2=CC(=C(C=C2)C2(C[C@H]1CC[C@@H](C2)N1CC(C)C)O)F)C)C1=CC=C(C=C1)S(=O)(=O)C (1R,3r,5S)-3-(4-(1,4-dimethyl-2-(4-(methylsulfonyl)phenyl)-1H-pyrrolo[3,2-c]pyridin-6-yl)-2-fluorophenyl)-8-isobutyl-8-azabicyclo[3.2.1]octan-3-ol